N-((dimethylamino)(4-(N-(2-(4-(1-((2S,6R)-2,6-dimethylmorpholino)ethyl)piperidin-1-yl)-3-fluorophenyl)sulfamoyl)phenyl)(oxo)-λ6-sulfaneylidene)-2,2,2-trifluoroacetamide CN(C)S(=NC(C(F)(F)F)=O)(=O)C1=CC=C(C=C1)S(NC1=C(C(=CC=C1)F)N1CCC(CC1)C(C)N1C[C@@H](O[C@@H](C1)C)C)(=O)=O